(6R)-6-{[2-(2-methylphenyl)[1,2,4]triazolo[1,5-c]quinazolin-5-yl]amino}-1,4-diazepan-5-one CC1=C(C=CC=C1)C1=NN2C(=NC=3C=CC=CC3C2=N1)N[C@H]1C(NCCNC1)=O